[IH2+].C(C)(C)(C)C1=CC=C(C=C1)C(C(=O)O)C1=CC=C(C=C1)C(C)(C)C bis-(4-tert-butylphenyl)acetic acid iodonium